FC(C(=O)Cl)(F)F TRIFLUOROACETYL CHLORIDE